Cl.OC=1C=C2C(C=CN(C2=CC1C=1N=NC(=CC1)N(C1CC(NC(C1)(C)C)(C)C)C)C)=O 6-hydroxy-1-methyl-7-(6-(methyl(2,2,6,6-tetramethylpiperidin-4-yl)amino)pyridazin-3-yl)quinolin-4(1H)-one hydrochloride salt